[N+3].S(=O)(=O)=[N-].S(=O)(=O)=[N-].S(=O)(=O)=[N-] N-sulfonyl-amide nitrogen